CC=1C=C(C=CC1N1C(C=CC1=O)=O)N1C(C=CC1=O)=O 3-methyl-N,N'-1,4-phenylenedi(maleimide)